COC(=O)C1=CC=C2C(=CC=NC2=C1)OC1=C(C=C(C=C1)N)F 4-(4-amino-2-fluorophenoxy)quinoline-7-carboxylic acid methyl ester